N-(3-chloro-2-fluorophenyl)-7-((1,3-dimethylpyrrolidin-3-yl)ethynyl)-6-nitroquinazolin-4-amine ClC=1C(=C(C=CC1)NC1=NC=NC2=CC(=C(C=C12)[N+](=O)[O-])C#CC1(CN(CC1)C)C)F